Cl.C(C(=C)C)(=O)NN methacrylic hydrazide hydrochloride